(E)-3-(4,4,5,5-tetramethyl-1,3,2-dioxaborolan-2-yl)pyridine CC1(OB(OC1(C)C)C=1C=NC=CC1)C